COC1=CC=C(CNC2=C(C=O)C(=CN=C2)C)C=C1 3-((4-Methoxybenzyl)amino)-5-methylisonicotinaldehyde